ClC=1C=CC=C2C(CC(OC12)C1=C(OCCC(=O)O)C=CC(=C1C(F)(F)F)OC)=O 3-[2-(8-chloro-4-oxo-chroman-2-yl)-4-methoxy(trifluoromethyl)phenoxy]propanoic Acid